BrC1=NC2=C3C(C=NCCN13)=CC(=C2)F 1-bromo-4-fluoro-8,9-dihydro-2,7,9a-triazabenzo[cd]azulen